(S)-4-(2-((benzyloxy)methyl)pyrrolidin-1-yl)-4-methylpent-2-ynethioic acid S-methyl ester CSC(C#CC(C)(C)N1[C@@H](CCC1)COCC1=CC=CC=C1)=O